10-(3-((tert-butyldimethylsilyl)oxy)-2,2-difluoropropoxy)-7,8-dichloro-1-methyl-3,4,5,6-tetrahydroazepino[4,5-b]indol-2(1H)-one [Si](C)(C)(C(C)(C)C)OCC(COC=1C=2C3=C(NC2C(=C(C1)Cl)Cl)CCNC(C3C)=O)(F)F